CN(C=CCCCCCCCCCCCCCCCCCC)C dimethyl-(eicosenyl)amine